C(C1=CC=CC=C1)N1N=C(C=2C1=NC(=CC2B2OC(C(O2)(C)C)(C)C)C)C 1-Benzyl-3,6-dimethyl-4-(4,4,5,5-tetramethyl-1,3,2-dioxaborolan-2-yl)-1H-pyrazolo[3,4-b]pyridine